rac-(4aR,6R,7aS)-6-benzyloxy-4-(4-nitrophenyl)sulfonyl-3,4a,5,6,7,7a-hexahydro-2H-cyclopenta[b][1,4]oxazineAt C(C1=CC=CC=C1)O[C@@H]1C[C@@H]2[C@@H](OC(CN2S(=O)(=O)C2=CC=C(C=C2)[N+](=O)[O-])C(=O)[O-])C1 |r|